2-(5-{5-chloro-2-[(oxan-4-yl)amino]pyrimidin-4-yl}-1-(2-hydroxyethyl)-3-oxo-2,3-dihydro-1H-isoindol-2-yl)-N-(1-phenylcyclopropyl)acetamide ClC=1C(=NC(=NC1)NC1CCOCC1)C=1C=C2C(N(C(C2=CC1)CCO)CC(=O)NC1(CC1)C1=CC=CC=C1)=O